(5-(4-cyclopropyl-1H-imidazol-1-yl)-2-fluoro-4-methylphenyl)(3-hydroxy(pyridin-2-yl)-2,4,5,7-tetrahydro-6H-pyrazolo[3,4-c]pyridin-6-yl)methanone C1(CC1)C=1N=CN(C1)C=1C(=CC(=C(C1)C(=O)N1CC=2C(CC1)=C(N(N2)C2=NC=CC=C2)O)F)C